CP(=O)(C)C1=C(C=CC=C1)NC1=NC(=NC=C1C(F)(F)F)NC1=CC=C(C(=O)NO)C=C1 4-((4-((2-(Dimethylphosphoryl)phenyl)amino)-5-(trifluoromethyl)pyrimidin-2-yl)amino)-N-hydroxybenzamide